5-chloro-N-[2,4-difluoro-3-[5-fluoro-1-(1H-imidazol-2-yl)imidazo[1,5-a]pyridin-6-yl]phenyl]-2-methylpyridine-3-sulfonamide ClC=1C=C(C(=NC1)C)S(=O)(=O)NC1=C(C(=C(C=C1)F)C=1C=CC=2N(C1F)C=NC2C=2NC=CN2)F